NC1=NC=2C=CC=CC2C2=C1N=C(N2CC2=CC=C(CNC(OCCNC(C(=C)C)=O)=O)C=C2)CCCC 2-methacrylamidoethyl 4-((4-amino-2-butyl-1H-imidazo[4,5-c]quinolin-1-yl)methyl)benzylcarbamate